C1(=CC=CC=C1)C1=CC(=C(C=C1C1=CC=CC=C1)C1=CC=CC=C1)C1=CC=CC=C1 2,3,5,6-tetraphenyl-benzene